FC(C1(COC1)CN1C(=NC2=C1C=C(C=C2)C(=O)O)CN2[C@H](C[C@H](CC2)OC2=NC(=NC=C2)COC2=C(C=C(C=C2)F)F)C)F 1-{[3-(difluoromethyl)oxetan-3-yl]methyl}-2-{[(2S,4S)-4-({2-[(2,4-difluorophenoxy)methyl]pyrimidin-4-yl}oxy)-2-methylpiperidin-1-yl]methyl}-1H-1,3-benzodiazole-6-carboxylic acid